6-((3-(2-(dimethylamino)ethyl)-1H-indol-4-yl)oxy)-6-oxohexanoic acid hydrochloride Cl.CN(CCC1=CNC2=CC=CC(=C12)OC(CCCCC(=O)O)=O)C